copper Oxychloride O(Cl)Cl.[Cu]